(2-methyl-6-(6-methyl-7-oxo-6,7-dihydro-1H-pyrrolo[2,3-c]pyridin-4-yl)-1-(2-chloro-4-fluorobenzyl)-1H-benzo[d]imidazol-4-yl)ethylsulfonamide CC1=NC2=C(N1CC1=C(C=C(C=C1)F)Cl)C=C(C=C2CCS(=O)(=O)N)C=2C1=C(C(N(C2)C)=O)NC=C1